dibutyl 2,5-dibromo-3,6-difluoroterephthalate BrC1=C(C(=O)OCCCC)C(=C(C(=C1F)C(=O)OCCCC)Br)F